C(C)(C)(C)OC(=O)NCCCN(CCCCNC(OC(C)(C)C)=O)C1=C2CN(C(C2=CC=C1)=O)C1C(NC(CC1)=O)=O tert-butyl (4-((3-((tert-butoxycarbonyl)amino)propyl)(2-(2,6-dioxopiperidin-3-yl)-1-oxoisoindolin-4-yl)amino)butyl)carbamate